S(=O)(=O)(O)O.CC1=C(C=CC=C1)OC=CC1=CC=CC=C1 styryl methyl-phenyl ether sulfate